C(C)(C)(C)OC(=O)N[C@H](C(=O)O)CCC1=CC(=NC=C1)NC(=O)OC(C)(C)C (S)-2-((tert-butoxycarbonyl)amino)-4-(2-((tertbutoxycarbonyl)amino)pyridin-4-yl)butanoic acid